FC=1C(=NC(=NC1)N[C@H]1C[C@H](C1)C(=O)OC)C1=CC(=CC=C1)N1C(C=CC=C1)=O methyl cis-3-((5-fluoro-4-(3-(2-oxopyridin-1(2H)-yl)phenyl)pyrimidin-2-yl)amino)cyclobutane-1-carboxylate